1,4-dithiaanthraquinone-2,3-dicarbonitrile S1C(=C(SC=2C(C3=CC=CC=C3C(C12)=O)=O)C#N)C#N